(S)-3-(2-amino-4-oxo-3,4-dihydroimidazo[5,1-f][1,2,4]triazin-7-yl)pyrrolidine-1-carboxylic acid benzyl ester C(C1=CC=CC=C1)OC(=O)N1C[C@H](CC1)C1=NC=C2C(NC(=NN21)N)=O